NC=1C(=NC(=CC1)N1N=CC=C1)NC=1C=C2CC[C@@H](C2=CC1)NC(OC(C)(C)C)=O tert-butyl N-[(1S)-5-{[3-amino-6-(pyrazol-1-yl)pyridin-2-yl]amino}-2,3-dihydro-1H-inden-1-yl]carbamate